N-[(15aS,16R)-7-chloro-5,17,17,20-tetrafluoro-1-oxo-2,3,15a,16,17,18-hexahydro-1H,15H-4,8-(azeno)-10,14-(metheno)pyrrolo[1,2-j][1,8,10]oxadiazacycloheptadecin-16-yl]ethanesulfonamide ClC1=C2OC=3C=CC=C(C[C@@H]4N(C(NCC(C(=C1)F)=N2)=O)CC([C@@H]4NS(=O)(=O)CC)(F)F)C3F